2-(8-ethyl-2-methylimidazo[1,2-a]pyridin-6-yl)-7-[(3S)-3-methylpiperazin-1-yl]-4H-pyrido[1,2-a]pyrimidin-4-one C(C)C=1C=2N(C=C(C1)C=1N=C3N(C(C1)=O)C=C(C=C3)N3C[C@@H](NCC3)C)C=C(N2)C